CC(C(=O)OCCC)=C propyl 2-methylpropan-2-enoate